CN1C=C(C2=CC=CC=C12)C1(OC(CC1)(C1=CC=CC=C1)C1=CC=CC=C1)C1=CC2=CC=CC=C2C=C1 1-methyl-3-(2-(naphthalen-2-yl)-5,5-diphenyltetrahydrofuran-2-yl)-1H-indole